(R)-1-(2-fluoro-3-(difluoroethyl)phenyl)ethane-1-amine hydrochloride Cl.FC1=C(C=CC=C1CC(F)F)[C@@H](C)N